1-ethyl-2,2,4-trimethyl-1,2-dihydroquinoline C(C)N1C(C=C(C2=CC=CC=C12)C)(C)C